C1(CC1)C1=C(C=C2C(=N1)N=C(O2)N2CCOCC2)N 5-cyclopropyl-2-morpholinooxazolo[4,5-b]pyridin-6-amine